(R)-2-((1-(2-(4,4-dimethylpiperidin-1-yl)-7-methyl-4-oxo-4H-chromen-8-yl)ethyl)amino)benzoic acid CC1(CCN(CC1)C=1OC2=C(C(=CC=C2C(C1)=O)C)[C@@H](C)NC1=C(C(=O)O)C=CC=C1)C